C(C)(C)(C)OC(COC=1C=C2CCCN(C2=CC1)C(=O)OC(C)(C)C)=O tert-butyl 6-(2-(tert-butoxy)-2-oxoethoxy)-3,4-dihydroquinoline-1(2H)-carboxylate